(R)-N'-((1,2,3,5,6,7-hexahydrodicyclopenta[b,e]pyridin-8-yl)carbamoyl)-1-(2,2,2-trifluoroethyl)-1H-pyrazole-3-sulfonimidamide C1CCC2=NC3=C(C(=C21)NC(=O)N=[S@](=O)(N)C2=NN(C=C2)CC(F)(F)F)CCC3